C(C(C)C)C1NC(CC2=C1NC1=CC(=CC=C21)OC)C(=O)[O-] 1-isobutyl-7-methoxy-2,3,4,9-tetrahydro-1H-pyrido[3,4-b]indole-3-carboxylate